(R)-2-(4-(7-(difluoromethyl)pyrazolo[1,5-a]pyridin-2-yl)-1,4,6,7-tetrahydro-5H-imidazo[4,5-c]pyridin-5-yl)-5-(4-fluorophenyl)-1,3,4-oxadiazole FC(C1=CC=CC=2N1N=C(C2)[C@@H]2N(CCC1=C2N=CN1)C=1OC(=NN1)C1=CC=C(C=C1)F)F